tert-butyl(4-(2-carbamoylhydrazine-1-carbothioamido)phenyl)carbamate C(C)(C)(C)OC(NC1=CC=C(C=C1)NC(=S)NNC(N)=O)=O